[Si](C)(C)(C(C)(C)C)O[C@@H]1C[C@@H](CCC1(F)F)NC(=S)NC(OC(C)(C)C)=O |r| tert-Butyl N-({rac-(1R,3R)-3-[tert-Butyl(dimethyl)silyl]oxy-4,4-difluorocyclohexyl}-carbamothioyl)carbamate